tert-butyl N-[3-[3-(3-fluorophenyl)-1,2,4-oxadiazol-5-yl]oxetan-3-yl]carbamate FC=1C=C(C=CC1)C1=NOC(=N1)C1(COC1)NC(OC(C)(C)C)=O